N1(CN=CC=C1)[S-] pyrimidin-1-thiolate